C(C)N(C1(C(CC1)(O)NC)NC)CC 2-diethylaminoethano-1,2-dimethylaminoethanol